1-(3-methoxyphenyl)azetidine COC=1C=C(C=CC1)N1CCC1